FC1=C(C=CC=C1)C(=O)N1C2CN(CC1CC2)CC2=C(N=C1N2C=CC=N1)C1=CC=C(C=C1)C(C)C (2-fluorophenyl)(3-{[2-(4-isopropylphenyl)imidazo[1,2-a]pyrimidin-3-yl]methyl}-3,8-diazabicyclo[3.2.1]oct-8-yl)methanone